COC1=CC(=CN=N1)N1C[C@H]2CC[C@@H](C1)C2NC2=NN1C([C@@H](CCC1)OC1=C(C(=C(C=C1)F)F)F)=N2 (R)-N-((1R,5s,8s)-3-(6-methoxypyridazin-4-yl)-3-azabicyclo[3.2.1]oct-8-yl)-8-(2,3,4-trifluorophenoxy)-5,6,7,8-tetrahydro-[1,2,4]triazolo[1,5-a]pyridin-2-amine